((3aR,6aS)-5-(4,6-dimethylpyrimidin-2-yl)hexahydropyrrolo[3,4-c]pyrrol-2(1H)-yl)(2-(2,2,2-trifluoroethoxy)pyridin-3-yl)methanone CC1=NC(=NC(=C1)C)N1C[C@@H]2[C@H](C1)CN(C2)C(=O)C=2C(=NC=CC2)OCC(F)(F)F